1,2-dimethyl-benzene ethyl-2-((1R,3S)-1-(3-bromobenzyl)-3-(methylsulfonamido)cyclopentyl)oxazole-4-carboxylate C(C)OC(=O)C=1N=C(OC1)[C@@]1(C[C@H](CC1)NS(=O)(=O)C)CC1=CC(=CC=C1)Br.CC1=C(C=CC=C1)C